FC=1C=NC=C(C(=O)NC)C1 5-fluoro-N-methylnicotinamide